C1(=CC=CC=C1)C=1N=C(NC1)C1N(CCCC1)C(=O)C1=CN=NS1 (2-(4-phenyl-1H-imidazol-2-yl)piperidin-1-yl)(1,2,3-thiadiazol-5-yl)methanone